BrC1=CC2=C(N(C(N2C)=O)C2CNCCC2)C=C1 3-(5-bromo-3-methyl-2-oxo-2,3-dihydro-1H-benzo[d]imidazol-1-yl)piperidine